(dimethylbenzylidene)-D-sorbitol CC1=C(C(C)=C(O)[C@H](O)[C@@H](O)[C@H](O)[C@H](O)CO)C=CC=C1